ClC1=C2CC(CC2=CC=C1Cl)NC=1C=CC(=NC1)[C@@H](C(F)(F)F)N(C(=O)C1CN(C1)C(CO)=O)C N-((1S)-1-(5-((4,5-dichloro-2,3-dihydro-1H-inden-2-yl)amino)pyridin-2-yl)-2,2,2-trifluoroethyl)-1-(2-hydroxyacetyl)-N-methylazetidine-3-carboxamide